2-(3-amino-4-thiomorpholinylphenylamino)-4-(1-methylindol-3-yl)pyrazolo[1,5-a][1,3,5]Triazine NC=1C=C(C=CC1N1CCSCC1)NC1=NC=2N(C(=N1)C1=CN(C3=CC=CC=C13)C)N=CC2